C1(=CC=CC=C1)C(C1=CC=CC=C1)=NC=1N=CC(=NC1)N1C[C@@H](N(CC1)C(=O)OC(C)(C)C)C tert-butyl (S)-4-(5-((diphenylmethylene)amino)pyrazin-2-yl)-2-methylpiperazine-1-carboxylate